C1=CC=CC=2C3=CC=CC=C3C(C12)=NC(CCCC#N)C1CCCCC1 5-((9H-fluoren-9-ylidene)amino)-5-cyclohexylvaleronitrile